C(C)(C)C1=C(NC2=C1N=C(S2)C2CCC(CC2)N2CC1(C2)CCOCC1)C=1C=C(C=2N(C1)N=CN2)OC 2-(4-(6-isopropyl-5-(8-methoxy-[1,2,4]triazolo[1,5-a]pyridin-6-yl)-4H-pyrrolo[3,2-d]thiazol-2-yl)cyclohexyl)-7-oxa-2-azaspiro[3.5]nonane